OCCN1CCN(CC1)C1=NC(=NC(=C1)NC=1SC(=CN1)C=1OC(=NN1)C1=CC=CC=C1)N[C@H](CO)C (S)-2-((4-(4-(2-hydroxyethyl)piperazin-1-yl)-6-((5-(5-phenyl-1,3,4-oxadiazole-2-yl)thiazol-2-yl)amino)pyrimidin-2-yl)amino)propan-1-ol